C1=CC=CC=C1C(=O)OOCCCC butyl perbenzoate